SCCC(=O)OCCOCCOCCOC(CCC(=O)C)=O 2-[2-(2-Levulinoxyethoxy) Ethoxy]Ethyl 3-Mercaptopropionate